4-bromo-3-methoxy-N-methyl-N'-methylenebenzohydrazide BrC1=C(C=C(C(=O)N(N=C)C)C=C1)OC